1-heneicosanol C(CCCCCCCCCCCCCCCCCCCC)O